C(C)(C)(C)C1=C(C=CC=C1)P(C1=C(C=CC=C1)C(C)(C)C)C1=C(C=CC=C1)C(C)(C)C tri(tert-butylphenyl)phosphine